C1N(CC12CCOCC2)C2=CC1=C(OC[C@@H](C=3N1C=CN3)NC(=O)C3=NNC(=N3)CC3=CC=CC=C3)C=C2 (R)-N-(9-(7-oxa-2-azaspiro[3.5]non-2-yl)-4,5-dihydrobenzo[b]imidazo[1,2-d][1,4]oxazepin-4-yl)-5-benzyl-1H-1,2,4-triazole-3-carboxamide